3,6,10,11-tetrakis(n-pentyloxy)triphenylene-2,7-diheptanol C(CCCC)OC=1C(=CC=2C3=CC(=C(C=C3C3=CC(=C(C=C3C2C1)OCCCCC)CCCCCCCO)OCCCCC)OCCCCC)CCCCCCCO